6-cyclopropyl-N-[6-(2,2-difluoroethoxy)-5-fluoro-2-methoxy-3-pyridinyl]-7-keto-1H-pyrrolo[2,3-c]pyridine-3-sulfonamide C1(CC1)N1C(C2=C(C=C1)C(=CN2)S(=O)(=O)NC=2C(=NC(=C(C2)F)OCC(F)F)OC)=O